COC1CCN(CC1)C=1C=CSC1 4-(4-methoxypiperidin-1-yl)thiophene